C1(=CC=CC=C1)P(COC(C)=O)(C1=CC=CC=C1)=O diphenyl-(acetoxymethyl)phosphine oxide